O1C(CCCC1)N1N=CC=C1C1=CC=C2C(=N1)SC(=N2)N 5-(1-(tetrahydro-2H-pyran-2-yl)-1H-pyrazol-5-yl)thiazolo[5,4-b]pyridin-2-amine